BrC1=CC(=C(CC2=NC3=C(N2CCOC)C=C(C=C3)C(=O)OC)C=C1)O Methyl 2-(4-bromo-2-hydroxybenzyl)-1-(2-methoxyethyl)-1H-benzo[d]imidazole-6-carboxylate